N1(CCOCC1)C1=C(C(=O)O)C=C(C=C1)NCC1=CC=C(C=C1)OC 2-morpholinyl-5-(p-methoxybenzylamino)benzoic acid